3-(3-(3,3-Dimethyl-1-(4-methyl-4H-1,2,4-triazol-3-yl)cyclobutyl)phenyl)-6-((isobutylamino)methyl)-8-(trifluoromethyl)quinazolin-4(3H)-one CC1(CC(C1)(C1=NN=CN1C)C=1C=C(C=CC1)N1C=NC2=C(C=C(C=C2C1=O)CNCC(C)C)C(F)(F)F)C